COC(/C(=C/C=1SC=CC1)/N=[N+]=[N-])=O (Z)-2-azido-3-(thien-2-yl)acrylic acid methyl ester